FC=1C=C(C=C2C=CC=NC12)C1=C(N=C(N=N1)N)C1=CC=CC=C1 6-(8-fluoroquinolin-6-yl)-5-phenyl-1,2,4-triazin-3-amine